(5S)-5-(3,5-difluorophenyl)-2-(3-phenylbicyclo[1.1.1]pentan-1-yl)-2,5,6,7-tetrahydro-3H-pyrrolo[2,1-c][1,2,4]triazol-3-one FC=1C=C(C=C(C1)F)[C@@H]1CCC2=NN(C(N21)=O)C21CC(C2)(C1)C1=CC=CC=C1